ClC1=NC=CC(=C1F)NC(=O)C=1C=CC(=NC1)C=1N=NN(C1NC(O[C@H](C)C=1C(=NC=C(C1)F)F)=O)C (R)-1-(2,5-difluoro-pyridin-3-yl)ethyl (4-(5-((2-chloro-3-fluoropyridin-4-yl)-carbamoyl)-pyridin-2-yl)-1-methyl-1H-1,2,3-triazol-5-yl)-carbamate